acryloxydodecyldiiodomethylsilane C(C=C)(=O)OCCCCCCCCCCCC[SiH2]C(I)I